4-chloro-2-((2,3-dichlorophenylimino)-methyl)-6-hydroxyphenyl isobutyrate C(C(C)C)(=O)OC1=C(C=C(C=C1O)Cl)C=NC1=C(C(=CC=C1)Cl)Cl